COC(CCC1=CC(=C(C(=C1)N1N=C2C(=N1)C=CC(=C2)Cl)O)C(C)(C)C)=O 3-[3-tert-butyl-5-(5-chlorobenzotriazol-2-yl)-4-hydroxy-phenyl]propionic acid methyl ester